(R)-4-(2-Fluoropyridin-4-yl)-2-methyl-N-((S)-1-(3-methylimidazo[1,2-a]pyridin-5-yl)ethyl)piperazine-1-carboxamide FC1=NC=CC(=C1)N1C[C@H](N(CC1)C(=O)N[C@@H](C)C1=CC=CC=2N1C(=CN2)C)C